BrC=1C=CC(=C(C1)[C@@]12N=C(SC[C@@H]1COC2)NC(OC(C)(C)C)=O)F tert-butyl ((4aS,7aS)-7a-(5-bromo-2-fluorophenyl)-4a,5,7,7a-tetrahydro-4H-furo[3,4-d][1,3]thiazin-2-yl)carbamate